(1-methyl-2-oxo-5-(trifluoromethyl)-1,2-dihydropyridin-3-yl)-8-(5H-pyrrolo[2,3-b]pyrazin-2-yl)-1,8-diazaspiro[4.5]dec-3-ene-1-carboxamide CN1C(C(=CC(=C1)C(F)(F)F)C1N(C2(C=C1)CCN(CC2)C=2N=C1C(=NC2)NC=C1)C(=O)N)=O